C(C)(C)(C)OC(=O)N1CCC(CC1)CC1CCN(CC1)[C@H]1C(CN(CC1)C(=O)OCC1=CC=CC=C1)(F)F benzyl (4'R)-4-{[1-(tert-butoxycarbonyl)piperidin-4-yl]methyl}-3',3'-difluoro-[1,4'-bipiperidine]-1'-carboxylate